(E)-2-hexen-1-yl acetate C(C)(=O)OC\C=C\CCC